3-chloro-1-(2,4-difluorophenyl)-8,9-dihydropyrido[3,4-d]pyrrolo[1,2-a]pyrimidin-5(7H)-one ClC1=CC2=C(N=C3N(C2=O)CCC3)C(=N1)C1=C(C=C(C=C1)F)F